benzyl [trans-4-(2-oxa-6-azaspiro[3.3]hept-6-yl)cyclohexyl]carbamate C1OCC12CN(C2)[C@@H]2CC[C@H](CC2)NC(OCC2=CC=CC=C2)=O